3',4,4,8,8a-Pentamethylspiro[2,3,4a,5,6,8-hexahydro-1H-naphthalene-7,2'-oxirane] CC1C2(O1)CCC1C(CCCC1(C2C)C)(C)C